N-(1-Amino-4b-hydroxy-10-oxo-7-(trifluoromethoxy)-4b,10-dihydro-9bH-indeno[1,2-b]benzofuran-9b-yl)acetamide NC1=C2C(C3(C(OC4=C3C=CC(=C4)OC(F)(F)F)(C2=CC=C1)O)NC(C)=O)=O